NC1=NC(=C2N=CN(C2=N1)CC(=O)NC1=CC(=NN1CC)C)NC1CC(C1)OC 2-(2-amino-6-((3-methoxycyclobutyl)amino)-9H-purin-9-yl)-N-(1-ethyl-3-methyl-1H-pyrazol-5-yl)acetamide